(3,3-difluoro-4-oxo-7-(thiophen-2-yl)-1,2,3,4-tetrahydronaphthalen-1-yl)acetic acid methyl ester COC(CC1CC(C(C2=CC=C(C=C12)C=1SC=CC1)=O)(F)F)=O